cystein-HCl Cl.N[C@@H](CS)C(=O)O